C1N(CCC2=CC=CC=C12)C[C@H](CN1CCOC2=C(C1=O)C=CC(=C2)OC2C(CN(CC2)C)F)O 4-[(2R)-3-(3,4-dihydro-1H-isoquinolin-2-yl)-2-hydroxypropyl]-8-[(3-fluoro-1-methyl-4-piperidinyl)oxy]-2,3-dihydro-1,4-benzoxazepin-5-one